6-(4-hydroxyphenyl)caproic acid OC1=CC=C(C=C1)CCCCCC(=O)O